FC1=C(C(=CC=2CCC(CC12)NCCO)O)N1CC(NS1(=O)=O)=O 5-{1-fluoro-3-hydroxy-7-[(2-hydroxyethyl)amino]-5,6,7,8-tetrahydronaphthalen-2-yl}-1λ6,2,5-thiadiazolidine-1,1,3-trione